C1=NC=C(C2=CC=CC=C12)N1C(N(CC1C#N)C1CC(CCC1)=O)=O 3-(isoquinolin-4-yl)-2-oxo-1-(3-oxocyclohexyl)imidazoline-4-carbonitrile